FC=1C(=NC(=NC1)C1=NN(C(=C1)C1=NOC=C1)CC1=C(C=CC=C1)F)NCCS(=O)(=O)Cl 2-((5-fluoro-2-(1-(2-fluorobenzyl)-5-(isoxazol-3-yl)-1H-pyrazol-3-yl)pyrimidin-4-yl)amino)ethanesulfonyl chloride